CC/C=C\\C/C=C\\C/C=C\\C/C=C\\C/C=C\\CCCCCCCCCCCCC/C=C/C(=O)SCCNC(=O)CCNC(=O)[C@@H](C(C)(C)COP(=O)(O)OP(=O)(O)OC[C@@H]1[C@H]([C@H]([C@@H](O1)N2C=NC3=C(N=CN=C32)N)O)OP(=O)(O)O)O The molecule is an unsaturated fatty acyl-CoA that results from the formal condensation of the thiol group of coenzyme A with the carboxy group of (2E,17Z,20Z,23Z,26Z,29Z)-dotriacontahexaenoic acid. It is an unsaturated fatty acyl-CoA and an ultra-long-chain fatty acyl-CoA. It is a conjugate acid of a (2E,17Z,20Z,23Z,26Z,29Z)-dotriacontahexaenoyl-CoA(4-).